5-trans-5-(4-methoxyphenyl)-4-methyl-1-phenyl-4,5-dihydro-1H-pyrazole-3-carboxylic acid ethyl ester C(C)OC(=O)C1=NN(C(C1C)C1=CC=C(C=C1)OC)C1=CC=CC=C1